C(C)(C)(C)C1=CC=C(OC=2C=C(C=NC2)C2=CC(=C(C(=O)O)C=C2)O)C=C1 4-(5-(4-(tert-butyl)phenoxy)pyridin-3-yl)-2-hydroxybenzoic acid